S(C)(=O)(=O)[O-].NC1=C(C=CC=C1)C1=C(C=CC=C1)[Pd+] (2'-amino-1,1'-biphenyl-2-yl)palladium (II) mesylate